CN1C(=NC=2C1=NC(=CC2N2CCOCC2)N2N=C(C=C2)C=2C=C(C=CC2)C)C=2C=NNC2 4-(3-methyl-2-(1H-pyrazol-4-yl)-5-(3-(m-tolyl)-1H-pyrazol-1-yl)-3H-imidazo[4,5-b]pyridin-7-yl)morpholine